N-[5-(2-fluoro-4-methylphenyl)-1-trityl-1H-indazol-3-yl]-1-methylpiperidine-4-carboxamide FC1=C(C=CC(=C1)C)C=1C=C2C(=NN(C2=CC1)C(C1=CC=CC=C1)(C1=CC=CC=C1)C1=CC=CC=C1)NC(=O)C1CCN(CC1)C